N1(N=CN=C1)C1=CC=C(C=C1)N (4-(1H-1,2,4-triazolyl)phenyl)amine